tert-butyl (1R,5S,6r)-6-(((S)-1-(8-bromoimidazo[1,5-a]pyridin-3-yl)ethyl)carbamoyl)-3-azabicyclo[3.1.1]heptane-3-carboxylate BrC=1C=2N(C=CC1)C(=NC2)[C@H](C)NC(=O)C2[C@H]1CN(C[C@@H]2C1)C(=O)OC(C)(C)C